2-((5-chloro-2-((2-(2-methoxyethyl)-1,2,3,4-tetrahydroisoquinolin-6-yl)amino)pyrimidin-4-yl)amino)-N,N-dimethylbenzenesulfonamide ClC=1C(=NC(=NC1)NC=1C=C2CCN(CC2=CC1)CCOC)NC1=C(C=CC=C1)S(=O)(=O)N(C)C